C(C)N1N=C(C2=C1C(NCC1(CCOCC1)C2)=O)CC(COC(C2=CC=C(C=C2)C(N(C)C)=O)=O)(C)C 4-(Dimethylcarbamoyl)benzoic acid [3-(1-ethyl-8-oxo-spiro[6,7-dihydro-4H-pyrazolo[3,4-c]azepin-5,4'-tetrahydropyran]-3-yl)-2,2-dimethyl-propyl] ester